O1C(=NC2=C1C=CC=C2)SCCCOC2=CC=C(C=C2)C(C=CC2=C(C=CC=C2)C)=O 1-(4-(3-(benzo[d]oxazol-2-yl-thio)propoxy)phenyl)-3-(2-tolyl)-2-propen-1-one